OC=1C=C(C=C2OC=3C=C4C(=CC3C(C12)=O)OCO4)OCC4=CC=NC=C4 9-hydroxy-7-(pyridin-4-ylmethoxy)-10H-[1,3]dioxolo[4,5-b]xanthene-10-one